CC=1C(=C2C=NNC2=CC1)C=1C=CC2=C(N(C=N2)C2CN(C2)C(C=C)=O)C1 1-(3-(6-(5-methyl-1H-indazol-4-yl)-1H-benzo[d]imidazol-1-yl)azetidin-1-yl)prop-2-en-1-one